iron tristearate C(CCCCCCCCCCCCCCCCC)(=O)[O-].C(CCCCCCCCCCCCCCCCC)(=O)[O-].C(CCCCCCCCCCCCCCCCC)(=O)[O-].[Fe+3]